Tetrahydropyrimidine-2-one N1C(NCCC1)=O